vaccenyl ether C(CCCCCCCCC\C=C\CCCCCC)OCCCCCCCCCC\C=C\CCCCCC